tert-Butyl (5R)-5-(hydroxymethyl)-2,2-dimethyl-pyrrolidine-1-carboxylate OC[C@H]1CCC(N1C(=O)OC(C)(C)C)(C)C